C(#N)C=1C=C(C=NC1)C=1C=CC2=C(C=3CN(C(C3C=C2)=O)CC(C(=O)N)=C)C1 2-{[8-(5-cyanopyridin-3-yl)-3-oxo-1H,2H,3H-benzo[e]isoindol-2-yl]methyl}prop-2-enamide